3-amino-4-[7-chloro-2-(oxan-2-yl)indazol-4-yl]-7-fluoro-2-[(4-methoxyphenyl)methoxy]quinolin-6-ol NC=1C(=NC2=CC(=C(C=C2C1C=1C2=CN(N=C2C(=CC1)Cl)C1OCCCC1)O)F)OCC1=CC=C(C=C1)OC